NC1=NC2=NC=C(N=C2C(=N1)N)CN(C1=CC=C(C(=O)N[C@@H](CCC(NCCCCC2=C3CN(C(C3=CC=C2)=O)C2C(NC(CC2)=O)=O)=O)C(=O)O)C=C1)C N2-(4-(((2,4-diaminopteridin-6-yl)methyl)(methyl)amino)benzoyl)-N5-(4-(2-(2,6-dioxopiperidin-3-yl)-1-oxoisoindolin-4-yl)butyl)-L-glutamine